ClC1=C(C=C(C=C1)N(C(=O)[C@H]1N(CCC1)C1=NC(=CC(=C1)C(F)(F)F)C)CCCN(C)C)C (S)-N-(4-chloro-3-methylphenyl)-N-(3-(dimethylamino)propyl)-1-(6-methyl-4-(trifluoromethyl)pyridin-2-yl)pyrrolidine-2-carboxamide